ClC1=CC(=C(C=C1)B(O)O)C 4-CHLORO-2-METHYLPHENYLBORONIC ACID